(R)-N-((4-acetylmorpholin-3-yl)methyl)-2-(5-((3-(cyclopropylmethyl)-2,4,5-trioxoimidazolidin-1-yl)methyl)-1,2,4-oxadiazol-3-yl)-N-(2-methoxyphenyl)acetamide C(C)(=O)N1[C@@H](COCC1)CN(C(CC1=NOC(=N1)CN1C(N(C(C1=O)=O)CC1CC1)=O)=O)C1=C(C=CC=C1)OC